3-methyl-8-oxo-2,3,8,13b-tetrahydro-1H-pyrido[2,1-a]pyrrolo[1,2-c]phthalazine-7-carboxylate CC1CCC2N1N1C(C=3C=CC=CC23)=CC(C(=C1)C(=O)[O-])=O